ClC=1C=NC(=C(C(=O)NC2CCC(CC2)CN2C(C(C3=CC=CC(=C23)C)(O)C2=NC=C(C=C2)F)=O)C1)C(F)F 5-chloro-2-(difluoromethyl)-N-((1r,4r)-4-((3-(5-fluoropyridin-2-yl)-3-hydroxy-7-methyl-2-oxoindolin-1-yl)methyl)cyclohexyl)nicotinamide